FC=1C=C(C=CC1)[C@@H]1N(CCC1)C=1C=CC=2N(N1)C(=CN2)C2=CC=CC(=N2)N2CCN(CC2)CCO (R)-2-(4-(6-(6-(2-(3-fluorophenyl)pyrrolidin-1-yl)imidazo[1,2-b]pyridazin-3-yl)pyridin-2-yl)piperazin-1-yl)ethan-1-ol